3-[6-(4-acetylphenyl)pyridine-3-ylazo]-4-aminonaphthalenesulfonic acid C(C)(=O)C1=CC=C(C=C1)C1=CC=C(C=N1)N=NC=1C=C(C2=CC=CC=C2C1N)S(=O)(=O)O